Methyl-(endo)-5-norbornene CC12CCC(C=C1)C2